1-(1,3-benzothiazol-2-yl)-1-dodecyl-hydrazine S1C(=NC2=C1C=CC=C2)N(N)CCCCCCCCCCCC